S1C=C(C2=C1C=CC=C2)C[C@H](N)C(=O)O L-3-(3-benzothienyl)alanine